4-(6-(1-cyano-2-methylpropan-2-yl)-5-(2-methylpyridin-4-yl)-1,5-dihydropyrrolo[2,3-f]indazol-7-yl)benzoic Acid C(#N)CC(C)(C)C1=C(C2=C(C=C3C=NNC3=C2)N1C1=CC(=NC=C1)C)C1=CC=C(C(=O)O)C=C1